ClC=1C=CC2=C(OC3=C(C(=N2)Cl)C=CC(=C3)C)C1 7,11-dichloro-3-methyl-dibenzo[b,f][1,4]Oxazepine